FC(C(=CC(F)(F)F)C)(F)F 1,1,1,4,4,4-hexafluoro-2-methyl-but-2-ene